Tert-butyl (S)-5-amino-4-(5-(((S)-1-((2-(4-methylpiperazin-1-yl)quinazolin-6-yl)methyl)pyrrolidin-3-yl)oxy)-1-oxoisoindolin-2-yl)-5-oxopentanoate NC([C@H](CCC(=O)OC(C)(C)C)N1C(C2=CC=C(C=C2C1)O[C@@H]1CN(CC1)CC=1C=C2C=NC(=NC2=CC1)N1CCN(CC1)C)=O)=O